2,6,7,8-Tetramethyl-2-(4-methylpent-3-enyl)-3,4-dihydrochromen-5-ol CC1(OC=2C(=C(C(=C(C2CC1)O)C)C)C)CCC=C(C)C